COC(=O)C1=CC2=C(N=C(N2C2CC23CC3)CC3=C(C=C(C(=C3)F)C3=NC(=CC=C3)OCC3=C(C=C(C=C3)C#N)F)F)C=C1.COC=1C=C(C=CC3OCCC3)C=CC1 2-(3-methoxystyryl)tetrahydrofuran methyl-2-[[4-[6-[(4-cyano-2-fluoro-phenyl)methoxy]-2-pyridyl]-2,5-difluoro-phenyl]methyl]-3-spiro[2.2]pentan-2-yl-benzimidazole-5-carboxylate